The molecule is a C21-steroid that is cortisol in which the 21-hydroxy group has been oxidised to the corresponding aldehyde. It is a 21-oxo steroid, a 20-oxo steroid, a 3-oxo-Delta(4) steroid, an 11beta-hydroxy steroid, a 17alpha-hydroxy steroid, a C21-steroid, a steroid aldehyde and a tertiary alpha-hydroxy ketone. It derives from a progesterone. It derives from a hydride of a 5alpha-pregnane. C[C@]12CCC(=O)C=C1CC[C@@H]3[C@@H]2[C@H](C[C@]4([C@H]3CC[C@@]4(C(=O)C=O)O)C)O